COC1CCOC=C1 dihydro-4-methoxy-2H-pyran